CS(=O)C=1C=C(N)C=CC1 3-(methylsulfinyl)-aniline